ClC1=CC=2C(C=C(OC2C2=C1N=C(N2CC(F)(F)F)C(F)(F)F)C2CCN(CC2)C)=O 4-chloro-8-(1-methylpiperidin-4-yl)-1-(2,2,2-trifluoroethyl)-2-(trifluoromethyl)chromeno[7,8-d]imidazol-6(1H)-one